C=C(C[Si](Cl)(Cl)Cl)C[Si](Cl)(Cl)Cl (2-Methylene-1,3-propanediyl)bis[trichlorosilane]